C(C)(C)N(C(OC(C)(C)C)=O)C1CNCC1 tert-butyl N-isopropyl-N-(pyrrolidin-3-yl)carbamate